ClC[C@H](COC1=C(C=C(C=C1)C(C)(C)C1=CC=C(C=C1)OC[C@H](CN1CCNCC1)O)I)O (S)-1-chloro-3-(4-(2-(4-((S)-2-hydroxy-3-(piperazin-1-yl)propoxy)phenyl)propan-2-yl)-2-iodophenoxy)propan-2-ol